ClC1=C(C(=C(C=C1OC)OC)Cl)C1=NC=C2C=C(N=CC2=C1)NC1=C(C=C(C=C1)N1CCN(CC1)CC)NC(C=C)=O N-(2-((7-(2,6-dichloro-3,5-dimethoxyphenyl)-2,6-naphthyridin-3-yl)amino)-5-(4-ethylpiperazin-1-yl)phenyl)acrylamide